6-(hydroxymethyl)picolinic acid methyl ester COC(C1=NC(=CC=C1)CO)=O